N,N-diethyl-acrylamide 2,2-bis(bromomethyl)propane-1,3-diyl-dihexanoate BrCC(CCCCCCC(=O)O)(CCCCCCC(=O)O)CBr.C(C)N(C(C=C)=O)CC